6-(5-Phenylpent-1-yn-1-yl)pyridinealdehyde C1(=CC=CC=C1)CCCC#CC1=CC=CC(=N1)C=O